3-[3-bromo-4-(3,4-dihydro-1,6-naphthyridin-1(2H)-yl)phenyl]-1-[5-(trifluoromethyl)-3-pyridinyl]-2,4-imidazolidinedione BrC=1C=C(C=CC1N1CCCC2=CN=CC=C12)N1C(N(CC1=O)C=1C=NC=C(C1)C(F)(F)F)=O